tri(n-butyl)ammonium tetrakis[3,5-bis(trifluoromethyl)phenyl]borate FC(C=1C=C(C=C(C1)C(F)(F)F)[B-](C1=CC(=CC(=C1)C(F)(F)F)C(F)(F)F)(C1=CC(=CC(=C1)C(F)(F)F)C(F)(F)F)C1=CC(=CC(=C1)C(F)(F)F)C(F)(F)F)(F)F.C(CCC)[NH+](CCCC)CCCC